ClC=1C=C(C(=C2CCCC12)OC1CNCC1)C1=C2C(=NC=C1)C=C(S2)CN2C(C1C(C1C2=O)(C)C)=O 3-((7-(7-chloro-4-(pyrrolidin-3-yloxy)-2,3-dihydro-1H-inden-5-yl)thieno[3,2-b]pyridin-2-yl)methyl)-6,6-dimethyl-3-azabicyclo[3.1.0]hexane-2,4-dione